L-alanine (2-ethylbutyl) ester C(C)C(COC([C@@H](N)C)=O)CC